SCC(=S)C1=CC=CC=C1 mercaptophenyl-1-ethanethione